FC1=CC(=C(C=C1C1=CC(=CC(=C1)N1CCOCC1)F)NC(=O)C1=CNC(C=C1C(F)(F)F)=O)N1C[C@H](N([C@H](C1)C)C)C |r| N-[4-fluoro-5-(3-fluoro-5-morpholin-4-ylphenyl)-2-[rac-(3R,5S)-3,4,5-trimethylpiperazin-1-yl]phenyl]-6-oxo-4-(trifluoromethyl)-1H-pyridine-3-carboxamide